C(C)C(C=O)=CC(CC=CC)CC 2,4-diethyloct-2,6-dienal